OC=C(C(=O)N[C@@H](C)C1=CC=CC=C1)C1=CC=C(C=C1)OC[C@H](CCC)C (2S)-3-Hydroxy-2-{4-[(2-methylpentyl)oxy]phenyl}-N-[(1S)-1-phenylethyl]propenamide